1,2-dioleoyloxy-N,N-dimethyl-3-aminopropane C(CCCCCCC\C=C/CCCCCCCC)(=O)OCC(CN(C)C)OC(CCCCCCC\C=C/CCCCCCCC)=O